(R,Z)-2-fluoro-N-(4-((5-fluoro-2-methoxy-4-((1-methyl-1H-benzo[d]imidazol-5-yl)oxy)phenyl)amino)-7-methoxy-quinazolin-6-yl)-3-(1-methylpyrrolidin-2-yl)acrylamide F\C(\C(=O)NC=1C=C2C(=NC=NC2=CC1OC)NC1=C(C=C(C(=C1)F)OC1=CC2=C(N(C=N2)C)C=C1)OC)=C/[C@@H]1N(CCC1)C